(3R,6S)-1-benzyl-6-methyl-3-(methyl-d3)piperazine-2,5-dione C(C1=CC=CC=C1)N1C([C@H](NC([C@@H]1C)=O)C([2H])([2H])[2H])=O